BrC1=CC(=C(C=C1)NC(=O)N[C@@H](C)C1=NC=CN=C1C1=NC=C(C=C1)C#N)OC(F)F 1-[4-bromo-2-(difluoromethoxy)phenyl]-3-[(1S)-1-[3-(5-cyano-2-pyridyl)pyrazin-2-yl]ethyl]urea